C1(=CC=CC=C1)N1N=CC(=C1)B(O)O (1-phenylpyrazol-4-yl)boronic acid